8-[(2,5-Dioxopyrrolidin-1-yl)oxy]-N-(2-{[α-D-mannopyranosyl-(1→3)-[β-D-mannopyranosyl-(1→6)]-α-D-glucopyranosyl]oxy}ethyl)-8-oxo-octanamide O=C1N(C(CC1)=O)OC(CCCCCCC(=O)NCCO[C@@H]1[C@H](O)[C@@H](O[C@@H]2[C@@H](O)[C@@H](O)[C@H](O)[C@H](O2)CO)[C@H](O)[C@H](O1)CO[C@H]1[C@@H](O)[C@@H](O)[C@H](O)[C@H](O1)CO)=O